N1(N=CC=C1)CCNC(=O)C1=NOC(=C1)C=1SC=CC1 N-(2-(1H-pyrazol-1-yl)ethyl)-5-(thiophen-2-yl)isoxazole-3-carboxamide